FC1=CC=C(CN2C(C(=CC3=CC(=CN=C23)C2COC2)C(=O)NC2CC3(C2)CCC3)=O)C=C1 1-(4-fluorobenzyl)-6-(oxetan-3-yl)-2-oxo-N-(spiro[3.3]hept-2-yl)-1,2-dihydro-1,8-naphthyridine-3-carboxamide